(2R,5S,7R,8R)-8-methoxy-2,6,6,8-tetramethyltricyclo[5.3.1.01,5]undecane CO[C@]1([C@H]2C([C@@H]3CC[C@H](C3(CC1)C2)C)(C)C)C